CCCCCCCCCC/C=C\CCCCCCCCCC(=O)O[C@H](COC(=O)CCCCCCCCC/C=C\C/C=C\CCCCC)COP(=O)([O-])OCC[N+](C)(C)C 1-(11Z,14Z-eicosadienoyl)-2-(11Z-docosenoyl)-glycero-3-phosphocholine